2-Butyl-octanol C(CCC)C(CO)CCCCCC